2-(4-(4-methoxyphenyl)butyl)-4-methyl-2H-1,2,3-triazole COC1=CC=C(C=C1)CCCCN1N=CC(=N1)C